CC1=C(C=CC=C1NC(C1=NC=C(C(=C1)OC)CN[C@H]1COCC1)=O)C1=C(C(=CC=C1)NC(C1=NC=C(C(=C1)OC)CN[C@H]1COCC1)=O)C N,N'-(2,2'-dimethyl-[1,1'-biphenyl]-3,3'-diyl)bis(4-methoxy-5-((((R)-tetrahydrofuran-3-yl)amino)methyl)picolinamide)